(6-(4-(difluoromethyl)-1H-1,2,3-triazol-1-yl)-2-fluoro-3-methoxyphenyl)methylamine FC(C=1N=NN(C1)C1=CC=C(C(=C1CN)F)OC)F